1,1'-(1,2-phenylenebis(methylene))bis(3-benzyl-5,6-bis(2-(2-(2-methoxyethoxy)ethoxy)ethoxy)-1H-benzo[d]imidazol-3-ium) chloride [Cl-].C1(=C(C=CC=C1)CN1C=[N+](C2=C1C=C(C(=C2)OCCOCCOCCOC)OCCOCCOCCOC)CC2=CC=CC=C2)CN2C=[N+](C1=C2C=C(C(=C1)OCCOCCOCCOC)OCCOCCOCCOC)CC1=CC=CC=C1.[Cl-]